CC1(OB(OC1(C)C)C1=CC=C(C=C1)C1=CC=NC=C1)C 4-[4-(4,4,5,5-tetramethyl-1,3,2-dioxaborolan-2-yl)phenyl]pyridine